1-hexanoic acid vinyl ester C(=C)OC(CCCCC)=O